tert-butyl 7-(benzyloxy)-3,4-dihydroisoquinoline-2(1H)-carboxylate C(C1=CC=CC=C1)OC1=CC=C2CCN(CC2=C1)C(=O)OC(C)(C)C